Racemic-N-((1S,5R,6S)-3-(6-chloro-1H-indazol-4-yl)bicyclo[3.1.0]hex-2-en-6-yl)cyclopropanecarboxamide ClC1=CC(=C2C=NNC2=C1)C1=C[C@@H]2[C@H]([C@@H]2C1)NC(=O)C1CC1 |r|